CN1N=CC(=C1)C1=CC(=C2C(NC(C2=C1)=O)C1=C(C=CC=C1)C)NC(=O)C1=CSC2=C1C=CC=C2 N-[6-(1-methyl-1H-pyrazol-4-yl)-3-(2-methylphenyl)-1-oxo-2,3-dihydro-1H-isoindol-4-yl]-1-benzothiophene-3-carboxamide